C1=CC=CC2=CC3=CC=CC=C3C(=C12)OCCCCOC=1C=C(C(=O)O)C=C(C1)OCCCCOC=1C2=CC=CC=C2C=C2C=CC=CC12 3,5-bis(4-(anthracen-9-yloxy)butoxy)benzoic acid